N1=C(C=CC=C1)C=1C=CC=2N(C1)N=CC2C(=O)N2[C@@H](C1=C(CC2)NC=N1)C1=NN2C(C=CC=C2C(F)(F)F)=C1 (S)-(6-(pyridin-2-yl)pyrazolo[1,5-a]pyridin-3-yl)(4-(7-(trifluoromethyl)pyrazolo[1,5-a]pyridin-2-yl)-6,7-dihydro-1H-imidazo[4,5-c]pyridin-5(4H)-yl)methanone